S1C2=C(C=C1)C(=CC=C2)N2CCN(CCC2)CCC2(CCC(CC2)NC(N(C)C)=O)F 3-(Cis-4-(2-(4-(benzo[b]thiophen-4-yl)-1,4-diazepan-1-yl)ethyl)-4-fluorocyclohexyl)-1,1-dimethylurea